(R)-3-(4-chloro-3-(trifluoromethyl)phenyl)isoxazolidine ClC1=C(C=C(C=C1)[C@@H]1NOCC1)C(F)(F)F